menthol-acetic acid CC(C)C1CCC(CC1O)(C)CC(=O)O